ClC=1C(=C2C(=NC1)NC(=N2)C2=CC=C(C=C2)N2CC(N(CC2)CCOC(C)C)=O)NC2CCN(CC2)CC2=CC=C(C=C2)OC 4-[4-(6-Chloro-7-{[1-(4-methoxybenzyl)piperidin-4-yl]amino}-3H-imidazo[4,5-b]pyridin-2-yl)phenyl]-1-[2-(1-methylethoxy)ethyl]piperazin-2-one